7-amino-4-(3-phenyl-1H-indazol-5-yl)-2-[2-(pyrimidin-4-yl)prop-2-en-1-yl]-2,3-dihydro-1H-isoindol-1-one NC=1C=CC(=C2CN(C(C12)=O)CC(=C)C1=NC=NC=C1)C=1C=C2C(=NNC2=CC1)C1=CC=CC=C1